8-chloro-[1,2,4]triazolo[4,3-a]pyridine-3-thiol ClC=1C=2N(C=CC1)C(=NN2)S